N-methoxy-1-[4-[5-(trifluoromethyl)-1,2,4-oxadiazol-3-yl]phenyl]methanimine CON=CC1=CC=C(C=C1)C1=NOC(=N1)C(F)(F)F